ClC1=C(C=C2C(N(CN(C2=C1)C1=C(C(=C(C=C1)F)F)C)N1C(=CC=CC1=O)C)=O)F 7-chloro-1-(3,4-difluoro-2-methylphenyl)-6-fluoro-3-(2-methyl-6-oxo-1,6-dihydropyridin-yl)-2,3-dihydroquinazolin-4(1H)-one